O1CC(CC1)CN1C(=NC2=C1C=CC(=C2)C(=O)O)NC=2OC1=C(N2)C=CC(=C1)OC(F)(F)F 1-((tetrahydrofuran-3-yl)methyl)-2-((6-(trifluoromethoxy)-benzo[d]oxazol-2-yl)-amino)-1H-benzo[d]-imidazole-5-carboxylic acid